C(N)(OS(NCC(C)N1CCN(CC1)C1=CC=NC2=CC(=C(C=C12)OC)OC)(=O)=O)=O (N-(2-(4-(6,7-dimethoxyquinolin-4-yl) piperazin-1-yl) propyl) sulfamoyl) carbamate